FC(F)(F)C(C(=O)OC)CCC methyl (trifluoromethyl)pentanoate